FC1(C2C(N(C1)C(=O)OCC1=CC=CC=C1)CN(C2=O)CC(C(=O)OCC2=CC=C(C=C2)OC)(C)C)F benzyl 3,3-difluoro-5-(3-((4-methoxybenzyl) oxy)-2,2-dimethyl-3-oxopropyl)-4-oxohexahydropyrrolo[3,4-B]pyrrole-1(2H)-carboxylate